5-(5-fluoro-1H-pyrazol-4-yl)-2-{3-[methyl-(2,2,6,6-tetramethylpiperidin-4-yl)amino]-1,2,4-triazin-6-yl}pyridin-3-ol bistrifluoroacetate FC(C(=O)O)(F)F.FC(C(=O)O)(F)F.FC1=C(C=NN1)C=1C=C(C(=NC1)C1=CN=C(N=N1)N(C1CC(NC(C1)(C)C)(C)C)C)O